4-({[1-(2-Methoxybenzoyl)-3-[6-oxo-4-(trifluoromethyl)piperidin-3-yl]-1H-pyrazol-5-yl]sulfanyl}methyl)benzol COC1=C(C(=O)N2N=C(C=C2SCC2=CC=CC=C2)C2CNC(CC2C(F)(F)F)=O)C=CC=C1